2,4,6-trimethyl-3-nitro-benzoic acid CC1=C(C(=O)O)C(=CC(=C1[N+](=O)[O-])C)C